methyl-N-(m-tolyl)octahydro-1H-indole-2-carboxamide CN1C(CC2CCCCC12)C(=O)NC=1C=C(C=CC1)C